N1C(=NC2=C1C=CC=C2)NC(C(=O)NC)(C)C2=CC(=CC=C2)C(F)(F)F (+)-2-[(1H-1,3-benzodiazol-2-yl)amino]-N-methyl-2-[3-(trifluoromethyl)phenyl]propanamide